COC1=CC=CC(=N1)C=1C=C2CN(C(C2=CC1)=O)C1C(NC(CC1)=O)=O 3-(5-(6-Methoxypyridin-2-yl)-1-oxoisoindolin-2-yl)piperidine-2,6-dione